ClC1=C(OC2=CC=CC3=C2NC(=NS3(=O)=O)NCC3=CC=C(C#N)C=C3)C=CC=C1 4-(((5-(2-chlorophenoxy)-1,1-dioxido-4H-benzo[e][1,2,4]thiadiazin-3-yl)amino)methyl)benzonitrile